NC1=NC2=C(C=3N1N=C(N3)C=3OC=CC3)SC(N2CCN2CCN(CC2)C=2C(=CC(=C(OCC(=O)NCCN(C)C)C2)F)F)=O 2-(5-(4-(2-(5-amino-8-(furan-2-yl)-2-oxothiazolo[5,4-e][1,2,4]triazolo[1,5-c]pyrimidin-3(2H)-yl)ethyl)piperazin-1-yl)-2,4-difluorophenoxy)-N-(2-(dimethylamino)ethyl)acetamide